C(C(C)=C)OCC(C(=O)OC1OCCCC1)=C tetrahydropyranyl α-methallyloxymethylacrylate